(R)-1-(2-(2-(3-bromo-2-methylphenyl)-4,6-dihydro-5H-pyrrolo[3,4-d]oxazol-5-yl)-2-oxoethyl)pyrrolidine-3-carboxylic acid BrC=1C(=C(C=CC1)C=1OC2=C(N1)CN(C2)C(CN2C[C@@H](CC2)C(=O)O)=O)C